COC(=O)C1=C(SC2=C1C=CC(=C2Cl)O)N(CC2=C(C=CC=C2)C(F)(F)F)C(C)=O 2-[acetyl-(2-trifluoromethylbenzyl)amino]-7-chloro-6-hydroxy-1-benzothiophene-3-carboxylic acid methyl ester